2-(3-(4-(4-methyl-4H-1,2,4-triazol-3-yl)tetrahydro-2H-pyran-4-yl)phenyl)-6-(((1-methylcyclobutyl)amino)methyl)-4-(trifluoromethyl)isoindolin-1-one CN1C(=NN=C1)C1(CCOCC1)C=1C=C(C=CC1)N1C(C2=CC(=CC(=C2C1)C(F)(F)F)CNC1(CCC1)C)=O